The molecule is an aromatic ketone that is 2-fluoro-4'-bromobenzophenone in which the hydrogen at position 4 (meta to the fluoro group) is replaced by a 6-[methyl(prop-2-en-1-yl)amino]hexyl}oxy group. An inhibitor of lanosterol synthase. It has a role as an EC 5.4.99.7 (lanosterol synthase) inhibitor and an antineoplastic agent. It is an aromatic ketone, an aromatic ether, a member of monofluorobenzenes, a member of bromobenzenes, a tertiary amino compound and an olefinic compound. It derives from a benzophenone. It is a conjugate base of a Ro 48-8071(1+). CN(CCCCCCOC1=CC(=C(C=C1)C(=O)C2=CC=C(C=C2)Br)F)CC=C